(R)-(1-(4-fluorophenyl)-1,4,5,6,7,8-hexahydro-4aH-pyrazolo[3,4-g]isoquinolin-4a-yl)(4-(trifluoromethyl)pyridin-2-yl)methanone FC1=CC=C(C=C1)N1N=CC2=C1C=C1CCNC[C@]1(C2)C(=O)C2=NC=CC(=C2)C(F)(F)F